N-[tris(dimethylpropylsiloxy)silylpropyl]-acrylamide C[Si](O[Si](O[Si](C)(C)CCC)(O[Si](C)(C)CCC)CCCNC(C=C)=O)(CCC)C